NC1=C(C(=NN1C1CN(CC1)C(C(=C)F)=O)C#CC1=CC(=CC(=C1)OC)OC)C(=O)N 5-amino-3-((3,5-dimethoxyphenyl)ethynyl)-1-(1-(2-fluoroacryloyl)pyrrolidin-3-yl)-1H-pyrazole-4-carboxamide